N-((6-methoxypyridin-3-yl)methyl)-2-oxo-2-(2-(pyridin-2-ylamino)-5,6-dihydro-1,7-naphthyridin-7(8H)-yl)acetamide COC1=CC=C(C=N1)CNC(C(N1CCC=2C=CC(=NC2C1)NC1=NC=CC=C1)=O)=O